NN1N=NN=C1N L-1,5-diaminotetrazole